5,5'-oxybis(N-hexadecyl-2-acetyl-3-hydroxypyridin-4-one) O(C=1C(C(=C(N(C1)CCCCCCCCCCCCCCCC)C(C)=O)O)=O)C=1C(C(=C(N(C1)CCCCCCCCCCCCCCCC)C(C)=O)O)=O